C1CCCCCCCCC(=O)OCCCCCCOC1=O hexylene 1,9-nonanedicarboxylate